3-amino-N-(3-(4-amino-4-methylpiperidin-1-yl)pyridin-2-yl)-6-(4-chloro-3-(trifluoromethyl)pyridin-2-yl)pyrazine-2-carboxamide NC=1C(=NC(=CN1)C1=NC=CC(=C1C(F)(F)F)Cl)C(=O)NC1=NC=CC=C1N1CCC(CC1)(C)N